3-Hydroxynaphthalen-1-yl trifluoromethanesulfonate FC(S(=O)(=O)OC1=CC(=CC2=CC=CC=C12)O)(F)F